1-vinyl-3-(phenyloxy)benzene C(=C)C1=CC(=CC=C1)OC1=CC=CC=C1